N-[(1S)-3-(difluoromethyl)-1-(4-formylcyclohexyl)pyrazol-4-yl]-5-(4-methylpiperazin-1-yl)pyrazolo[1,5-a]pyrimidine-3-carboxamide FC(C1=NN(C=C1NC(=O)C=1C=NN2C1N=C(C=C2)N2CCN(CC2)C)C2CCC(CC2)C=O)F